(3-(2-(4-((dimethylamino)methyl)phenylamino)-[1,2,4]triazolo[1,5-a]pyridin-5-yloxy)phenyl)acrylamide CN(C)CC1=CC=C(C=C1)NC1=NN2C(C=CC=C2OC=2C=C(C=CC2)C(C(=O)N)=C)=N1